3-trifluoromethyl-4,4'-dichloro-N,N-diphenylurea FC(NC(N(C1=CC=C(C=C1)Cl)C1=CC=C(C=C1)Cl)=O)(F)F